4-methylphenyl β-D-galactopyranoside O([C@H]1[C@H](O)[C@@H](O)[C@@H](O)[C@H](O1)CO)C1=CC=C(C=C1)C